methyl-2-amino-propanol CC(C(C)N)O